lithium trimesate C(C1=CC(C(=O)[O-])=CC(C(=O)[O-])=C1)(=O)[O-].[Li+].[Li+].[Li+]